(±)-4-(8-Fluoro-1,2-dihydro-2-oxoquinazolin-3(4H)-yl)-N-(3-(7-methyl-1H-indazol-5-yl)-1-oxo-1-(4-phenylpiperazin-1-yl)propan-2-yl)piperidine-1-carboxamide FC=1C=CC=C2CN(C(NC12)=O)C1CCN(CC1)C(=O)N[C@@H](C(N1CCN(CC1)C1=CC=CC=C1)=O)CC=1C=C2C=NNC2=C(C1)C |r|